ClC1=C(C=CC(=C1)C)C 2-chloropara-xylene